4-isobutyryloxycytidine C(C(C)C)(=O)OC1(NC(N([C@H]2[C@H](O)[C@H](O)[C@@H](CO)O2)C=C1)=O)N